N-((6-(3-(6-azaspiro[2.5]octan-6-yl)piperidin-1-yl)pyridazin-3-yl)methyl)-4-oxo-4H-pyrido[1,2-a]pyrimidine-2-carboxamide C1CC12CCN(CC2)C2CN(CCC2)C2=CC=C(N=N2)CNC(=O)C=2N=C1N(C(C2)=O)C=CC=C1